2-(2,6-Dichlorophenyl)-9-(1-(1-hydroxy-2-methylpropan-2-yl)-1H-pyrazol-4-yl)imidazo[2,1-f][1,6]naphthyridine-3-carboxamide ClC1=C(C(=CC=C1)Cl)C=1N=C2C=3C=C(C=NC3C=CN2C1C(=O)N)C=1C=NN(C1)C(CO)(C)C